4-dimethylaminoethoxy-2,6-dichloro-benzene CN(C)CCOC1=CC(=CC(=C1)Cl)Cl